FC([C@H]1C[C@@H](CCC1)O)(F)F (1R,3R)-3-(TRIFLUOROMETHYL)CYCLOHEXAN-1-OL